C(C)OC(=O)C=1C=NN(C1N)CC(C)(C)C 5-amino-1-(2,2-dimethylpropyl)pyrazole-4-carboxylic acid ethyl ester